[3-acetyl-6-[5-[(6-methylpyridazin-3-yl)amino]benzimidazol-1-yl]-2-pyridyl]-2,3,3a,5,6,6a-hexahydropyrrolo[3,2-b]pyrrole-4-carboxylate C(C)(=O)C=1C(=NC(=CC1)N1C=NC2=C1C=CC(=C2)NC=2N=NC(=CC2)C)OC(=O)N2CCC1NCCC12